C1CCN(C1)[P+](N2CCCC2)(N3CCCC3)Br.F[P-](F)(F)(F)(F)F bromotripyrrolidinylphosphonium hexafluorophosphate